N1CCCCC1 azacyclohexane